IN(C([O-])=O)CC(CC)C#CC iodo-2-propynyl-N-butylcarbamate